Bisphenol A Diphosphat OP(O)(=O)OP(=O)(O)O.OC1=CC=C(C=C1)C(C)(C)C1=CC=C(C=C1)O